[Ti].[Zn].[Pb] lead-zinc-titanium